(4-((3,4-dichloro-2-fluorophenyl)amino)-7,8-dihydro-6H-cyclopenta[g]quinazolin-6-yl)acrylamide ClC=1C(=C(C=CC1Cl)NC1=NC=NC2=CC3=C(C=C12)C(CC3)C(C(=O)N)=C)F